C(#N)C=1C=C(OC2=C(C3=C(N(C=N3)C3OCCCC3)C=C2F)/C=C/C(=O)OCC2=CC=CC=C2)C=CC1F benzyl (E)-3-(5-(3-cyano-4-fluorophenoxy)-6-fluoro-1-(tetrahydro-2H-pyran-2-yl)-1H-benzo[d]imidazol-4-yl)acrylate